ClC1=C(C=C(OCCCN2C(=CC(=C2)N(C2=CC=CC=C2)CC2=CC(=CC=C2)Cl)C(=O)O)C=C1C)C 1-(3-(4-chloro-3,5-dimethylphenoxy)propyl)-4-((3-chlorobenzyl)(phenyl)amino)-1H-pyrrole-2-carboxylic acid